C(C)OC1=CC=C(C=C1)C1=CC(=C(C=C1)C1=NC2=CC=C(C=C2C(=C1)C(=O)O)F)OC 2-(4'-ethoxy-3-methoxy-[1,1'-biphenyl]-4-yl)-6-fluoroquinoline-4-carboxylic acid